7-methyl-2-((4-methyl-6-(1-methyl-1H-pyrrol-2-yl)pyridin-3-yl)amino)-9-(tetrahydro-2H-pyran-4-yl)-7,9-dihydro-8H-purin-8-one CN1C(N(C2=NC(=NC=C12)NC=1C=NC(=CC1C)C=1N(C=CC1)C)C1CCOCC1)=O